C(C)[C@@H]1[C@H](COC1)N1C(=CC2=C1N=C(N=C2)NC=2C(=NN(C2)C)OC(C)C)C#N 7-((3R,4R)-4-ethyltetrahydrofuran-3-yl)-2-((3-isopropoxy-1-methyl-1H-pyrazol-4-yl)amino)-7H-pyrrolo[2,3-d]pyrimidine-6-carbonitrile